((2S,3S,4R,5S)-4-Fluoro-3-hydroxy-5-(5-methyl-2,4-dioxo-3,4-dihydropyrimidin-1(2H)-yl)tetrahydrofuran-2-yl)methyl phenyl ((S)-1-(1,3-dioxan-2-yl)ethyl)phosphoramidate O1C(OCCC1)[C@H](C)NP(OC[C@@H]1O[C@@H]([C@@H]([C@H]1O)F)N1C(NC(C(=C1)C)=O)=O)(OC1=CC=CC=C1)=O